NC1=NC=C(C=C1O[C@H](C)C=1C=C(C=CC1)NC(C1=CC(=C(C=C1)C(F)(F)F)S(=O)(=O)C)=O)Cl (R)-N-(3-(1-((2-Amino-5-chloropyridin-3-yl)oxy)ethyl)phenyl)-3-(methylsulfonyl)-4-(trifluoromethyl)benzamid